FC(OC1=CC=C(C=C1)C1=CN=C2N1C=CN=C2NC2=CC(=C(C=C2)C(=O)N2CCN(CC2)C(=O)N2CCNCC2)C)F [4-[[3-[4-(difluoromethoxy)phenyl]imidazo[1,2-a]pyrazin-8-yl]amino]-2-methylphenyl]-[4-(piperazine-1-carbonyl)piperazin-1-yl]methanone